2-(5-octyl-2-hydroxyphenyl)-5-chloro-2H-benzotriazole C(CCCCCCC)C=1C=CC(=C(C1)N1N=C2C(=N1)C=CC(=C2)Cl)O